(E)-1-(5-(hexyloxy)pent-1-en-1-yl)-4-methoxybenzene C(CCCCC)OCCC/C=C/C1=CC=C(C=C1)OC